(R)-3-fluoro-5-pyridin-2-ylpyrroline FC1=CN[C@H](C1)C1=NC=CC=C1